BrCC1=NNC(=C1)C1=C(C=C(C=C1)OC)OC 3-bromomethyl-5-(2',4'-dimethoxy-phenyl)-1H-pyrazole